ClC=1C=C(OCC(=O)NC=2C=NC=NC2)C=C(C1CC1=CC(=C(C=C1)O)C(C)C)Cl 2-(3,5-dichloro-4-(4-hydroxy-3-isopropylbenzyl)phenoxy)-N-(pyrimidin-5-yl)acetamide